9-(2,4-difluorophenyl)-3-fluoro-2-methyl-7-((2S,4R,6R)-2-methyl-6-(1-methyl-1H-pyrazol-4-yl)tetrahydro-2H-pyran-4-yl)-4H-pyrazino[1,2-a]pyrimidin-4-one FC1=C(C=CC(=C1)F)C1=NC(=CN2C1=NC(=C(C2=O)F)C)[C@@H]2C[C@@H](O[C@H](C2)C=2C=NN(C2)C)C